COC1=CC=C(C#N)C=C1 4-Methoxybenzonitrile